CCCCCCCCCCCCCCCC(=O)OCC(COP(=O)([O-])[O-])O The molecule is an organophosphate oxoanion arising from deprotonation of the phosphate OH groups of 1-palmitoylglycerol 3-phosphate; major species at pH 7.3. It is a conjugate base of a 1-palmitoylglycerol 3-phosphate.